N-((4-methoxyphenyl)sulfonyl)-N-(4-(((4-methoxyphenyl)sulfonyl)methyl)naphthalen-1-yl)alanine COC1=CC=C(C=C1)S(=O)(=O)N([C@@H](C)C(=O)O)C1=CC=C(C2=CC=CC=C12)CS(=O)(=O)C1=CC=C(C=C1)OC